ClC1=NC=CC(=N1)OC1=CC=C(C=C1)C(F)(F)F 2-chloro-4-(4-(trifluoromethyl)phenoxy)pyrimidine